The molecule is a ketotetrose phosphate that is L-erythrulose carrying a phosphono substituent at position O-4. It has a role as a bacterial metabolite. It derives from a L-erythrulose. It is a conjugate acid of a L-erythrulose 4-phosphate(2-). It is an enantiomer of a D-erythrulose 4-phosphate. C([C@@H](C(=O)CO)O)OP(=O)(O)O